(Z)-5-(benzo[b]thiophen-3-ylmethylene)-3-ethyl-2-thioxothiazolidin-4-one S1C2=C(C(=C1)\C=C/1\C(N(C(S1)=S)CC)=O)C=CC=C2